N-(3-Acetamidophenyl)-4-hydroxy-3-{2-[4-(trifluoromethoxy)phenyl]-6-oxa-2,9-diazaspiro[4.5]decan-9-yl}butanamide C(C)(=O)NC=1C=C(C=CC1)NC(CC(CO)N1CCOC2(CCN(C2)C2=CC=C(C=C2)OC(F)(F)F)C1)=O